CC=1N(C(=CC1)C)C1=CC(=CC(=N1)CCC=1C(=C(C(=C(C1)C#CCN(C)C)F)F)F)C 3-(5-(2-(6-(2,5-dimethyl-1H-pyrrol-1-yl)-4-methylpyridin-2-yl)ethyl)-2,3,4-trifluorophenyl)-N,N-dimethylprop-2-yn-1-amine